FC(C=1OC(=NN1)C1=CC(=C(C=C1)CN1N=C(N=N1)C1=NC=CC2=CC=CC=C12)F)F 2-(difluoromethyl)-5-(3-fluoro-4-((5-(isoquinolin-1-yl)-2H-tetrazol-2-yl)methyl)phenyl)-1,3,4-oxadiazole